4-fluoroisoindolin FC1=C2CNCC2=CC=C1